1-(1-(2-((3-([1,1'-biphenyl]-4-yl)-1-amino-1-oxopropan-2-yl)carbamoyl)-4-hydroxypyrrolidin-1-yl)-3-methyl-1-oxobutan-2-yl)-5-methyl-1H-1,2,3-triazole-4-carboxylic acid C1(=CC=C(C=C1)CC(C(=O)N)NC(=O)C1N(CC(C1)O)C(C(C(C)C)N1N=NC(=C1C)C(=O)O)=O)C1=CC=CC=C1